O=C1C=CC=C(N1)C(=O)O 6-OXO-1,6-DIHYDROPYRIDINE-2-CARBOXYLIC ACID